trifluoromethyltellurium FC(F)(F)[Te]